methyl-1-(2-(2-hydroxyethoxy)ethyl)-1H-pyrazole di-calcium Phosphate P(=O)([O-])([O-])[O-].[Ca+2].[Ca+2].CC1=NN(C=C1)CCOCCO